2,4,5-trihydroxy-benzaldehyde OC1=C(C=O)C=C(C(=C1)O)O